5-(4,6-dihydroxy-2'-methyl-[1,1'-biphenyl]-3-yl)-N-ethyl-4-(4-(morpholinomethyl)phenyl)isoxazole-3-carboxamide OC1=C(C=C(C(=C1)O)C1=C(C=CC=C1)C)C1=C(C(=NO1)C(=O)NCC)C1=CC=C(C=C1)CN1CCOCC1